(3S,4S)-4-{[5-(2,4-difluoro-phenyl)-isoxazole-3-carbonyl]-amino}-1-isopropyl-piperidine-3-carboxylic acid ((1S)-1-pyridin-2-yl-ethyl)-amide N1=C(C=CC=C1)[C@H](C)NC(=O)[C@H]1CN(CC[C@@H]1NC(=O)C1=NOC(=C1)C1=C(C=C(C=C1)F)F)C(C)C